1-(2-methyl-3-(trifluoromethyl)phenyl)prop-2-yn-1-amine CC1=C(C=CC=C1C(F)(F)F)C(C#C)N